C(C)(C)C=1PC(=CC1)C(C)C 2,5-diisopropylphosphole